7-(3-(2-fluoro-5-methylpyridin-4-yl)-7,8-dihydro-1,6-naphthyridin-6(5H)-yl)-2-(methoxymethyl)-8-methyl-4H-pyrimido[1,2-b]pyridazin-4-one FC1=NC=C(C(=C1)C=1C=NC=2CCN(CC2C1)C=1C(=CC=2N(N1)C(C=C(N2)COC)=O)C)C